ClC=1C=C2C=C(NC2=CC1C1=NC=C(N=C1)OC)CNC(=O)C=1N=CN(C1)C N-{[5-chloro-6-(5-methoxy-2-pyrazinyl)-2-indolyl]methyl}-1-methyl-4-imidazolecarboxamide